5-(4-chloro-1-((2-(trimethylsilyl)ethoxy)methyl)-1H-indazol-5-yl)-N-(4-(methylsulfonyl)phenyl)-2,6-naphthyridin-3-amine ClC1=C2C=NN(C2=CC=C1C1=C2C=C(N=CC2=CC=N1)NC1=CC=C(C=C1)S(=O)(=O)C)COCC[Si](C)(C)C